(E)-3-(3,7-dimethylocta-2,6-dien-1-yl)-N,N-diethyl-2,4-dihydroxy-6-pentyl-benzamide C\C(=C/CC=1C(=C(C(=O)N(CC)CC)C(=CC1O)CCCCC)O)\CCC=C(C)C